N-(3-fluoro-4-methoxyphenyl)-4-(4-methoxy-2-oxo-2,3-dihydro-1H-1,3-benzodiazol-1-yl)cyclohexane-1-carboxamide FC=1C=C(C=CC1OC)NC(=O)C1CCC(CC1)N1C(NC2=C1C=CC=C2OC)=O